(2S,4R)-2-(difluoromethoxymethyl)-4-[(4R)-4-ethyl-2-imino-4-methyl-6-oxo-hexahydropyrimidin-1-yl]-N-[(3S,4R)-3-hydroxy-3-methyl-chroman-4-yl]chromane-6-carboxamide FC(OC[C@H]1OC2=CC=C(C=C2[C@@H](C1)N1C(N[C@](CC1=O)(C)CC)=N)C(=O)N[C@H]1[C@](COC2=CC=CC=C12)(C)O)F